FC=1C=C(SC1C(NC=1N=CC=2N(C1)C=C(N2)C)=O)C2CCN(CC2)C(=O)OC(C)(C)C tert-butyl 4-[4-fluoro-5-([2-methylimidazo[1,2-a]pyrazin-6-yl]carbamoyl)thiophen-2-yl]piperidine-1-carboxylate